C(C)(C)(C)OC(=O)N[C@H](C(=O)OC)C[C@H]1C(NCCC1)=O Methyl (2S)-2-(tert-butoxycarbonylamino)-3-[(3S)-2-oxo-3-piperidyl]propanoate